4-((2-((3R)-3-Amino-4,4-difluoro-1-piperidinyl)-6-fluoro-1H-benzimidazol-1-yl)methyl)benzonitril N[C@@H]1CN(CCC1(F)F)C1=NC2=C(N1CC1=CC=C(C#N)C=C1)C=C(C=C2)F